di-tert-butyl 6-(mercaptomethyl)-1,4-diazepan-1,4-dicarboxylate SCC1CN(CCN(C1)C(=O)OC(C)(C)C)C(=O)OC(C)(C)C